[Na+].OCC(C(=O)[O-])CC(=O)[O-].[Na+] 2-hydroxymethyl-succinic acid sodium salt